chloro-3-(2-methoxypyridin-4-yl)-5-((3aR,5s,6aS)-2-(tetrahydrofuran-3-yl)octahydrocyclopenta[c]pyrrol-5-yl)-1H-indazole ClN1N=C(C2=CC(=CC=C12)C1C[C@@H]2[C@@H](CN(C2)C2COCC2)C1)C1=CC(=NC=C1)OC